3,3'-Trimethylenebis(5-butyl-1,2,4-triazole) C(CCC)C1=NC(=NN1)CCCC1=NNC(=N1)CCCC